C(C)(C)(C)OC(=O)N1CC(C(CC1)=NNS(=O)(=O)C1=CC=C(C=C1)C)C tert-butyl-3-methyl-4-(p-tolylsulfonylhydrazono)piperidine-1-carboxylate